ClC=1C(=C(OCOCC[Si](C)(C)C)C=CC1Cl)I (2-(3,4-dichloro-2-iodophenoxymethoxy)ethyl)trimethylsilane